NC1=C(C(=NN1C1CNC1)C1=CC=C(C=C1)CC(=O)NC1=CC(=NO1)CC(C)(C)C)C(=O)N 5-Amino-1-(azetidin-3-yl)-3-(4-(2-((3-neopentylisoxazol-5-yl)amino)-2-oxoethyl)phenyl)-1H-pyrazole-4-carboxamide